dilauryl-dibutyltin C(CCCCCCCCCCC)[Sn](CCCC)(CCCC)CCCCCCCCCCCC